FC1(C(N(C2=CC=C(C=C12)C=1C=C(C=NC1)C1=CN(C(C=C1)=O)C(C)C)C)=O)F 3,3-difluoro-5-(1'-isopropyl-6'-oxo-1',6'-dihydro-[3,3'-bipyridin]-5-yl)-1-methylindolin-2-one